BrC=1C=C(C=C(C1)NS(=O)(=O)C)NC(=O)C1=CC(=CS1)CC=1N(C=CC1)C(=O)OC(C)(C)C tert-butyl 2-({5-[(3-bromo-5-methanesulfonamidophenyl)carbamoyl]thiophen-3-yl}methyl)pyrrole-1-carboxylate